2-methyl-5-fluoropyridine nitrogen [N].CC1=NC=C(C=C1)F